tert-Butyl 3-[4-(trifluoromethoxy)phenyl]pyrrolidine-1-carboxylate FC(OC1=CC=C(C=C1)C1CN(CC1)C(=O)OC(C)(C)C)(F)F